C1(CCC1)OC(=O)C1=C(NC(=C(C1C=1C2=C(SC1)C=CC=C2)C(C)=O)C)C 5-acetyl-4-(benzo[b]thiophen-3-yl)-2,6-dimethyl-1,4-dihydropyridine-3-carboxylic acid cyclobutyl ester